NC1=NC=CC=C1C1=NC=2C(=NC(=CC2)C2=CC=CC=C2)N1C1=CC=C(C=C1)NC(=O)C1CC(CC1)C(=O)O 3-((4-(2-(2-aminopyridin-3-yl)-5-phenyl-3H-imidazo[4,5-b]pyridin-3-yl)phenyl)carbamoyl)cyclopentane-1-carboxylic acid